NC1=C(C=C(N=N1)C1=C(C=CC=C1)O)N1CC2CCC(C1)N2C2=CC(=NC=C2)C#CCN2C1CC1CC2 2-[6-amino-5-[8-[2-[3-(2-azabicyclo[3.1.0]hex-2-yl)prop-1-ynyl]-4-pyridinyl]-3,8-diazabicyclo[3.2.1]oct-3-yl]pyridazin-3-yl]phenol